(S)-2-(5-(2-(2-aminopyridin-3-yl)-5-(1H-pyrazol-1-yl)-3H-imidazo[4,5-b]pyridin-3-yl)-2,3-dihydro-1H-inden-1-yl)-6-methoxy-3-oxoisoindoline-5-carbaldehyde NC1=NC=CC=C1C1=NC=2C(=NC(=CC2)N2N=CC=C2)N1C=1C=C2CC[C@@H](C2=CC1)N1CC2=CC(=C(C=C2C1=O)C=O)OC